C(OC1=CC=C(C=C1)NC([C@@H](NC([C@@H](NC(CCOCCOCCOCCOCCOCCOCCN=[N+]=[N-])=O)C(C)C)=O)CCCNC(=O)N)=O)(OC1=CC=C(C=C1)[N+](=O)[O-])=O 4-((23S,26S)-1-azido-23-isopropyl-21,24-dioxo-26-(3-ureidopropyl)-3,6,9,12,15,18-hexaoxa-22,25-diazaheptacosan-27-amido)phenyl (4-nitrophenyl) carbonate